2-[[(2R,3R,4S,5S)-3-(3,4-difluoro-2-methoxy-phenyl)-4,5-dimethyl-5-(trifluoromethyl)tetrahydrofuran-2-carbonyl]amino]pyridine-4-carboxamide FC=1C(=C(C=CC1F)[C@@H]1[C@@H](O[C@@]([C@H]1C)(C(F)(F)F)C)C(=O)NC1=NC=CC(=C1)C(=O)N)OC